3-fluoro-1-(pyrazin-2-ylmethyl)indol-5-amine FC1=CN(C2=CC=C(C=C12)N)CC1=NC=CN=C1